5-(3,5-dichlorophenyl)-4H-1,2,4-triazole ClC=1C=C(C=C(C1)Cl)C=1NC=NN1